BrC1=C(C(=C(C=C1)CC#N)F)C 2-(4-Bromo-2-fluoro-3-methyl-phenyl)acetonitrile